CC1=C(C(=CC=C1)C)C=C(C(=O)OCC)C(=O)OCC diethyl (2,6-dimethylphenylmethylene)malonate